C1(CC1)C1CNC=2N(C1)C=C(N2)C(=O)OCC ethyl 6-cyclopropyl-5,6,7,8-tetrahydroimidazo[1,2-a]pyrimidine-2-carboxylate